CSC1=CC=C(C=C1)N=C=O 4-(methylthio)phenyl isocyanate